CETYLDIMETHYLETHYLAMMONIUM BROMIDE [Br-].C(CCCCCCCCCCCCCCC)[N+](CC)(C)C